6-ethyl-5-(2-(isoxazol-4-yl)quinolin-8-yl)pyridin-2-amine C(C)C1=C(C=CC(=N1)N)C=1C=CC=C2C=CC(=NC12)C=1C=NOC1